[Cl-].BrC1=CC=C(C=C1)C=1N(C=[N+]2C1C=1NC3=CC=CC=C3C1C=C2)CC2=CC=C(C=C2)OC(F)(F)F 1-(4-Bromophenyl)-2-(4-(trifluoromethoxy)benzyl)-2,11-dihydroimidazo[1',5':1,2]pyrido[3,4-b]indol-4-ium chloride